ClC=1C=C(N)C=C(C1OC1=CC=C(C=C1)[N+](=O)[O-])Cl 3,5-dichloro-4-(4-nitrophenoxy)aniline